C(C)(C)(C)OC(=O)N1CCN(CC1)C=1C=CC(=NC1F)C(=O)O 5-[4-(tert-butoxycarbonyl)piperazin-1-yl]-6-fluoropyridine-2-carboxylic acid